6'-((1S,2S)-2-(6-chloroimidazo[1,2-b]pyridazin-8-yl)cyclopropyl)-1'-(2,2,2-trifluoroethyl)spiro[cyclopentane-1,3'-indolin]-2'-one ClC=1C=C(C=2N(N1)C=CN2)[C@@H]2[C@H](C2)C2=CC=C1C3(C(N(C1=C2)CC(F)(F)F)=O)CCCC3